[(3S)-1-methyl-5-oxo-pyrrolidin-3-yl] 4-[3-[2-(cyclopropoxy)-3-pyridyl]-6-methoxy-pyrazolo[1,5-a]pyrimidin-5-yl]piperazine-1-carboxylate C1(CC1)OC1=NC=CC=C1C=1C=NN2C1N=C(C(=C2)OC)N2CCN(CC2)C(=O)O[C@@H]2CN(C(C2)=O)C